NC1=C(C=C(C=C1C(C)C)CC1=CC(=C(N)C=C1)CC1=CC=C(C=C1)N)C(C)C 4-((4-amino-3,5-diisopropylphenyl)methyl)-2-((4-aminophenyl)-methyl)aniline